N=1C=NN2C1C=C(C=C2)OC2=C(C(=C(C=C2)NC2=NC=NC1=CC=C3C(=C21)OC[C@@H]2N3CCOC2)F)C (R)-N-(4-([1,2,4]triazolo[1,5-a]pyridin-7-yloxy)-2-fluoro-3-methylphenyl)-6a,7,9,10-tetrahydro-6H-[1,4]oxazino[4',3':4,5][1,4]oxazino[2,3-f]quinazolin-4-amine